N12CCC(CC1)C(C2)OC(=O)N2[C@H](C1=CC=CC=C1CC2)C2=CC=CC=C2 (1s,3'r)-1-azabicyclo[2.2.2]oct-8-yl-1-phenyl-3,4-dihydro-1H-isoquinoline-2-carboxylate